7-(3-(2-(3-fluorophenyl)morpholino)-7,8-dihydro-1,6-naphthyridin-6(5H)-yl)-8-methyl-4H-pyrimido[1,2-b]pyridazin-4-one FC=1C=C(C=CC1)C1OCCN(C1)C=1C=NC=2CCN(CC2C1)C=1C(=CC=2N(N1)C(C=CN2)=O)C